[C@H]12CN(C[C@H](CC1)N2)C=2C1=C(N=C(N2)OCC23CCCN3CCC2)C(=C(N=C1)C1=C(C=CC=C1)CCC)F 4-((1R,5S)-3,8-diazabicyclo[3.2.1]octan-3-yl)-8-fluoro-7-(2-propylphenyl)-2-((tetrahydro-1H-pyrrolizin-7a(5H)-yl)methoxy)pyrido[4,3-d]pyrimidine